Cl.C(C)(C)(C)C1=CC=C(C=C1)NN (4-(tert-butyl)phenyl)hydrazine hydrochloride